O=C1[C@H]2CN([C@@H](C1)C2)C(CC=2C(OC1=C(C2C)C=C(C(=C1C=O)O)OC)=O)=O 3-(2-((1R,4R)-2-oxo-5-azabicyclo[2.2.1]heptan-5-yl)-2-oxoethyl)-7-hydroxy-6-methoxy-4-methyl-2-oxo-2H-benzopyran-8-carbaldehyde